5-fluoro-2-[(1S)-2,2,2-trifluoro-1-methyl-ethoxy]pyridine-3-carboxamide FC=1C=C(C(=NC1)O[C@H](C(F)(F)F)C)C(=O)N